C(C)(C)(C)C1=CC=C(C=C1)NC(N)=O 3-[4-(tert-butyl)phenyl]urea